CC(CC1=CC=C(C=C1)S(=O)(=O)C)(C(=O)CC)N1CCOCC1 2-methyl-1-(4-methylsulfonylphenyl)-2-morpholinopropione